BrC1=CC(=C(C=NO)C=C1)C(F)(F)F (1E)-4-bromo-2-(trifluoromethyl)benzaldehyde oxime